1-[7-(8-ethynyl-7-fluoro-3-hydroxynaphthalen-1-yl)-8-fluoro-2-({1-[(4-fluoropiperidin-1-yl)methyl]cyclopropyl}methoxy)pyrido[4,3-d]pyrimidin-4-yl]piperidine-3-carbonitrile C(#C)C=1C(=CC=C2C=C(C=C(C12)C1=C(C=2N=C(N=C(C2C=N1)N1CC(CCC1)C#N)OCC1(CC1)CN1CCC(CC1)F)F)O)F